(R)-methyl 3-(7-(4-chloro-3-(trifluoromethyl) benzoyl)-2-(isopropylamino)-6-methyl-4-oxo-5,6,7,8-tetrahydropyrido[3,4-d]pyrimidin-3(4H)-yl)-1,4-dimethyl-1H-pyrazole-5-carboxylate ClC1=C(C=C(C(=O)N2CC=3N=C(N(C(C3C[C@H]2C)=O)C2=NN(C(=C2C)C(=O)OC)C)NC(C)C)C=C1)C(F)(F)F